C(#N)C1CC2(CN(C=3N=CN=C(C32)N3C[C@H](N(C[C@@H]3C)C(=O)OC(C)(C)C)C)C3=NC=CC(=C3)C#N)C1 tert-butyl (2R,5S)-4-((1s,3R)-3-cyano-7'-(4-cyanopyridin-2-yl)-6',7'-dihydrospiro[cyclobutane-1,5'-pyrrolo[2,3-d]pyrimidin]-4'-yl)-2,5-dimethylpiperazine-1-carboxylate